C(#N)C=1C=C(C=C2C(=CC(=NC12)C)C(C)NC1=C(C(=O)O)C=CC=C1)C1=CC=CC=C1 2-((1-(8-cyano-2-methyl-6-phenylquinolin-4-yl)ethyl)amino)benzoic acid